O.S(=O)(=O)([O-])[O-].[Mn+2] manganese (ii) sulfate monohydrate